ClCC(=O)N(CCOC1=CC=CC=C1)C 2-chloro-N-methyl-N-(2-phenoxyethyl)acetamide